methyl 2-(4-chloro-2-(trifluoromethyl) benzyl)-3-methylimidazo[1,2-a]pyridine-7-carboxylate ClC1=CC(=C(CC=2N=C3N(C=CC(=C3)C(=O)OC)C2C)C=C1)C(F)(F)F